NCC(=O)[O-].C(CCCCCCCCCCC)N.[Na+] sodium laurylamine glycinate